Cl.[Cl-].NCC(OC(=O)OC(C)[N+]1=C(N(C=C1)CC1CCC=2N(C3=CC=CC=C3C2C1=O)C)C)C 3-[1-[[(2-amino-1-methylethoxy)carbonyl]oxy]ethyl]-2-methyl-1-[(2,3,4,9-tetrahydro-9-methyl-4-oxo-1H-carbazol-3-yl)methyl]-1H-imidazolium chloride hydrochloride